N\C(=C(\C=C\C(=O)OC)/C(=O)OCC)\C1CC1 5-ethyl 1-methyl (2E,4Z)-4-(amino(cyclopropyl)methylene)pent-2-enedioate